FC(COC=1C=C(C=C2C(=NC=NC12)N[C@H](C)C=1C=NC(=NC1)C(F)(F)F)C1=CC=C(C=C1)F)F (R)-8-(2,2-difluoroethoxy)-6-(4-fluorophenyl)-N-(1-(2-(trifluoromethyl)pyrimidin-5-yl)ethyl)quinazolin-4-amine